N1N=CC=C1CC1(CC1)CO (1-((1H-pyrazol-5-yl)methyl)cyclopropyl)methanol